ClC1=CC(=C(C(=O)N[C@@H]2CN(C[C@@H]2F)C(=O)C2CC(CC2)(F)F)C=C1)F 4-chloro-N-[(3R,4S)-1-(3,3-difluorocyclopentanecarbonyl)-4-fluoropyrrolidin-3-yl]-2-fluorobenzamide